CC(CC(C(NC(C=O)CC1C(NCC1)=O)=O)NC(OC(C(C)(C)C1=CC(=CC=C1)Cl)C1=CC=CC=C1)=O)C 2-(3-chlorophenyl)-2-methyl-1-phenylpropyl (4-methyl-1-oxo-1-((1-oxo-3-(2-oxopyrrolidin-3-yl)propan-2-yl)amino)pentan-2-yl)carbamate